C1(CC2C(CC1)O2)CC[Si](OC2=CC=CC=C2)(OC2=CC=CC=C2)OC2=CC=CC=C2 (3,4-epoxycyclohexyl)ethyltriphenoxysilane